ClC1=CC(=C(C=C1I)O)CO 4-chloro-2-(hydroxymethyl)-5-iodophenol